N-(5-((2-(diethylamino)ethyl)amino)quinolin-8-yl)-5-methylpyrazine-2-carboxamide C(C)N(CCNC1=C2C=CC=NC2=C(C=C1)NC(=O)C1=NC=C(N=C1)C)CC